ClC1=C(C(=NN1C1=CC=CC=C1)C)C(=O)NC(C(C)C)C=1SC(=C(N1)C)C 5-chloro-N-(1-(4,5-dimethylthiazol-2-yl)-2-methylpropyl)-3-methyl-1-phenyl-1H-pyrazole-4-carboxamide